C(C)(C)(C)OC(NC(C(=O)N(C)OC)CCC)=O tert-butyl-(1-(methoxy(methyl)amino)-1-oxopentan-2-yl)carbamate